4-(3'-cyclobutylmethoxy-3,5-difluoro-biphenyl-4-yloxy)-butyric acid C1(CCC1)COC=1C=C(C=CC1)C1=CC(=C(C(=C1)F)OCCCC(=O)O)F